C(C)N1N=NC2=C1C=CC(=C2C)/C=C/C(=O)OCC ethyl (E)-3-(1-ethyl-4-methyl-1H-benzo[d][1,2,3]triazol-5-yl)acrylate